2-ethoxy-N-(2-((1-hydroxycyclobutyl)methyl)-3-oxoisoindolin-4-yl)benzamide C(C)OC1=C(C(=O)NC2=C3C(N(CC3=CC=C2)CC2(CCC2)O)=O)C=CC=C1